ClC=1C(=NC=CN1)[C@H](C)NCC1CC1 (1S)-1-(3-chloropyrazin-2-yl)-N-(cyclopropyl-methyl)ethanamine